penta-(benzyl)phenol C(C1=CC=CC=C1)C1=C(C(=C(C(=C1O)CC1=CC=CC=C1)CC1=CC=CC=C1)CC1=CC=CC=C1)CC1=CC=CC=C1